3-(trifluoromethyl)phenethyl alcohol FC(C=1C=C(CCO)C=CC1)(F)F